OC[C@H]1N(CCCC1)C=1C=CC=CC1 3-[(2S)-2-(hydroxymethyl)piperidin-1-yl]benzene